1-((5R,7S)-7-((6-(1-methyl-1H-pyrazol-4-yl)pyrazolo[1,5-a]pyrazin-4-yl)oxy)-2-azaspiro[4.4]nonan-2-yl)prop-2-en-1-one CN1N=CC(=C1)C=1N=C(C=2N(C1)N=CC2)O[C@@H]2C[C@]1(CCN(C1)C(C=C)=O)CC2